(R)-N-((S)-1-(3-iodophenyl)but-3-en-1-yl)-2-methylpropane-2-sulfinamide IC=1C=C(C=CC1)[C@H](CC=C)N[S@](=O)C(C)(C)C